C(#N)C=1C(=C(C=CC1/N=C/N(C)C)C=1CCN(CC1)C(=O)OC(C)(C)C)O[C@H]1C(CN(CC1)C)(F)F tert-butyl (R,E)-4-(3-cyano-2-((3,3-difluoro-1-methylpiperidin-4-yl)oxy)-4-(((dimethylamino)methylene)amino)phenyl)-3,6-dihydropyridine-1(2H)-carboxylate